3,5-dimethylbenzyl chloride CC=1C=C(CCl)C=C(C1)C